allyl-tri-t-butyl-peroxysilane C(C=C)OO[Si](C(C)(C)C)(C(C)(C)C)C(C)(C)C